4-(piperidin-4-yl)naphthalen-1-ol N1CCC(CC1)C1=CC=C(C2=CC=CC=C12)O